C(C1CO1)OC(C=1C(C(=O)OCC2CO2)=CC(C(=O)OCC2CO2)=C(C(=O)OCC2CO2)C1)=O pyroMellitic acid tetraglycidyl ester